1,6-dibromonaphthalene-2-ethanone BrC1=C(C=CC2=CC(=CC=C12)Br)CC=O